NC(C)C1[C@H](OC=C1)C1=CC=CC=C1 (S)-3-(1-aminoethyl)-2-phenyl-2H-furan